3-Ethyl-pentan C(C)C(CC)CC